3-((1,4-dioxa-8-azaspiro[4.5]decan-8-yl)sulfonyl)-4-fluorobenzoic acid methyl ester COC(C1=CC(=C(C=C1)F)S(=O)(=O)N1CCC2(OCCO2)CC1)=O